C(C)(C)OC(=O)C1=NC(=C(C(=C1)F)F)F.N1(CCC1)CCC(=O)NC(C)(C)C1=CC=C(C=C1)Cl 3-(azetidin-1-yl)-N-(2-(4-chlorophenyl)propan-2-yl)propanamide isopropyl-4,5,6-trifluoro-pyridine-2-carboxylate